FC=1C=C(C=CC1F)[C@H](NC(=O)N1[C@@H](C(NCC1)=O)C)C=1C=NC(=CC1)OCC(F)(F)F (2R)-N-((S)-(3,4-difluorophenyl)(6-(2,2,2-trifluoroethoxy)pyridin-3-yl)methyl)-2-methyl-3-oxopiperazine-1-carboxamide